methyl 2-(((3-butyl-3-ethyl-7-methoxy-1,1-dioxido-5-phenyl-2,3,4,5-tetrahydro-1,5-benzothiazepin-8-yl)methyl)thio)-2-methylpropanoate C(CCC)C1(CS(C2=C(N(C1)C1=CC=CC=C1)C=C(C(=C2)CSC(C(=O)OC)(C)C)OC)(=O)=O)CC